(3-Amino-5-isopropoxy-2-methylpyridin-4-yl)(7-fluoro-1H-indazol-4-yl)methanone NC=1C(=NC=C(C1C(=O)C1=C2C=NNC2=C(C=C1)F)OC(C)C)C